2-fluoro-5-(((2S,3S)-3-hydroxybutan-2-yl)oxy)-3-(5-methylthiazol-2-yl)-N-((R)-1-(2-(trifluoromethyl)pyrimidin-5-yl)ethyl)benzamide FC1=C(C(=O)N[C@H](C)C=2C=NC(=NC2)C(F)(F)F)C=C(C=C1C=1SC(=CN1)C)O[C@@H](C)[C@H](C)O